ClC1=C(C(=CC(=C1)Cl)Cl)C1CC(=NO1)C=1N=C(SC1)C1CCN(CC1)C(COC1=NC(=CN=C1)C(F)(F)F)=O 1-(4-(4-(5-(2,4,6-trichlorophenyl)-4,5-dihydroisoxazol-3-yl)thiazol-2-yl)piperidin-1-yl)-2-((6-(trifluoromethyl)pyrazin-2-yl)oxy)ethan-1-one